1-(2-bromopyrazolo[1,5-a]pyrazin-4-yl)-4,4-difluoro-pyrrolidin-3-ol BrC1=NN2C(C(=NC=C2)N2CC(C(C2)(F)F)O)=C1